NCC1=CC=CC(=N1)C(=O)O 6-(aminomethyl)picolinic acid